NC1=C(C(=O)OC)C=C(C=C1)OC1=CC(=NC=C1)Cl methyl 2-amino-5-[(2-chloro-4-pyridyl)oxy]benzoate